C1(CC1)N1N=CC(=C1)C=1C(=NC=C(N1)C1=CC=C(C=C1)C(F)F)N 3-(1-cyclopropyl-1H-pyrazol-4-yl)-5-(4-(difluoromethyl)phenyl)pyrazine-2-amine